C(C)(C)(C)NC1CN(CC1)C=1N=NC(=CN1)C1=C(C=C(C=C1)C1=NN(N=C1)C)O 2-{3-[3-(tert-butylamino)pyrrolidin-1-yl]-1,2,4-triazin-6-yl}-5-(2-methyl-2H-1,2,3-triazol-4-yl)phenol